OC1=C(C=C(C=C1)C(C(=O)OC)C(C)=O)C methyl 2-(4-hydroxy-3-methylphenyl)-3-oxobutanoate